(9R)-N-(2-Amino-3-fluoro-4-((4-hydroxybenzyl)amino)phenyl)-9,10-difluorodecanamid NC1=C(C=CC(=C1F)NCC1=CC=C(C=C1)O)NC(CCCCCCC[C@H](CF)F)=O